ClC=1C(=NC=CC1C1=NNC2=NC(=CN=C21)N2C[C@H]1C([C@H]1C2)(C=2SC=C(N2)C)CNC(OC(C)(C)C)=O)N2N=CC=C2 tert-butyl (((1R,5S,6r)-3-(3-(3-chloro-2-(1H-pyrazol-1-yl)pyridin-4-yl)-1H-pyrazolo[3,4-b]pyrazin-6-yl)-6-(4-methylthiazol-2-yl)-3-azabicyclo[3.1.0]hexan-6-yl)methyl)carbamate